C(C1=CC=CC=C1)OC1=C2C(=CNC2=CC=C1C)C(C(=O)N(C)CC)=O 2-(4-(benzyloxy)-5-methyl-1H-indol-3-yl)-N-ethyl-N-methyl-2-oxoacetamide